C(C)(C)(C)OC(=O)N1CC(N(CC1)C=1C=NC(=CC1)Cl)=O 4-(6-chloro-3-pyridinyl)-3-oxo-piperazine-1-carboxylic acid tert-butyl ester